potassium oxalate ammonium [NH4+].C(C(=O)[O-])(=O)[O-].[K+]